N1=C(C=CC=C1)NC(C1=CN=CC=C1)=O N-pyridylnicotinamide